6-(3-fluoro-1-methyl-4-piperidinyl)-2,8-dimethyl-pyrido[2,3-d]Pyrimidin-7-one FC1CN(CCC1C1=CC2=C(N=C(N=C2)C)N(C1=O)C)C